chlorodimethyl-(3-phenylpropyl)silane Cl[Si](CCCC1=CC=CC=C1)(C)C